1-(4Z,7Z,10Z,13Z,16Z,19Z-docosahexaenoyl)-2-(9Z-hexadecenoyl)-glycero-3-phospho-(1'-sn-glycerol) CCCCCC/C=C\CCCCCCCC(=O)O[C@H](COC(=O)CC/C=C\C/C=C\C/C=C\C/C=C\C/C=C\C/C=C\CC)COP(=O)(O)OC[C@H](CO)O